CC1=NC(=CC=C1OC1CCCCCC1)C=1N=NN(C1NC(=O)O[C@H](C)C1=CC=CC=C1)C |r| (±)-3-((2-Methyl-6-(1-methyl-5-((((R)-1-phenylethoxy)carbonyl)amino)-1H-1,2,3-triazol-4-yl)pyridin-3-yl)oxy)cycloheptan